1,1'-bis-diphenylphosphinoferrocene C1(=CC=CC=C1)P([C-]1C=CC=C1)C1=CC=CC=C1.[C-]1(C=CC=C1)P(C1=CC=CC=C1)C1=CC=CC=C1.[Fe+2]